O[C@H]1[C@H](C2=CC=CC=C2C1)C(=O)NN (1S,2R)-2,3-dihydro-2-hydroxy-1H-indene-1-carboxylic acid hydrazide